C(C)(=O)O[C@H](C=O)[C@@H](OC(C)=O)[C@H](OC(C)=O)[C@H](OC(C)=O)COC(C)=O penta-O-acetyl-mannose